(2R,3S,4R,5R)-5-(4-aminopyrrolo[2,1-f][1,2,4]triazin-7-yl)-5-cyano-3,4-dihydroxytetrahydrofuran-D-isoleucine methyl ester COC([C@H](N)[C@H](C)CC)=O.NC1=NC=NN2C1=CC=C2[C@]2([C@@H]([C@H](CO2)O)O)C#N